NC1=C(C=C(C=N1)C=1C(=NC=CC1)F)C(=O)N[C@@H]1[C@H](CCC1)OCC1=CC=C(C=C1)C=1C=C2CCC(C2=CC1)N1CCN(CC1)CCO 6-amino-2'-fluoro-N-{(1S,2S)-2-[(4-{1-[4-(2-hydroxyethyl)piperazin-1-yl]-2,3-dihydro-1H-inden-5-yl}phenyl)methoxy]cyclopentyl}[3,3'-bipyridine]-5-carboxamide